8-((6-((dimethyl-amino)methyl)-5-(4-hydroxy-piperidin-1-yl)pyridin-2-yl)amino)-5-(1-methyl-1H-pyrrolo[2,3-b]pyridin-4-yl)-2,6-naphthyridin-1(2H)-one CN(C)CC1=C(C=CC(=N1)NC=1C=NC(=C2C=CNC(C12)=O)C1=C2C(=NC=C1)N(C=C2)C)N2CCC(CC2)O